(S)-6-(3-hydroxypyrrolidin-1-yl)-N-(2-morpholino-5-(piperidin-1-yl)oxazolo[4,5-b]pyridin-6-yl)picolinamide O[C@@H]1CN(CC1)C1=CC=CC(=N1)C(=O)NC=1C=C2C(=NC1N1CCCCC1)N=C(O2)N2CCOCC2